2-[6-(4-fluorophenyl)-4-[(6-methylpyridazin-3-yl)methylamino]quinazolin-8-yl]oxy-N,N-dimethyl-acetamide FC1=CC=C(C=C1)C=1C=C2C(=NC=NC2=C(C1)OCC(=O)N(C)C)NCC=1N=NC(=CC1)C